2-aminohexanedioic acid NC(C(=O)O)CCCC(=O)O